(2Z)-3-(4-tert-butylphenyl)-3-(2-chloropyridin-4-yl)-1-(morpholin-4-yl)prop-2-en C(C)(C)(C)C1=CC=C(C=C1)/C(=C/CN1CCOCC1)/C1=CC(=NC=C1)Cl